Methyl 4-[1-[[3-{2-phenoxyethylamino}tetrahydrofuran-3-carbonyl]amino]cyclopropyl]benzoate O(C1=CC=CC=C1)CCNC1(COCC1)C(=O)NC1(CC1)C1=CC=C(C(=O)OC)C=C1